(R)-N-(2-(dimethylamino)-2-phenylethyl)-5-methyl-2,3-dihydro-1H-pyrrolo[3,2-b]pyridine-1-carboxamide CN([C@@H](CNC(=O)N1CCC2=NC(=CC=C21)C)C2=CC=CC=C2)C